FC(C(=O)O)(F)F.N1CC(C1)N1C(CCC1)=O 1-(azetidin-3-yl)pyrrolidin-2-one trifluoroacetate